C(C)NCC(C)C N-ethyl-2-methyl-propan-1-amine